ditelluroether [Te]1[Te]O1